O1CC(CC1)COC1=CC=C(C=N1)N1CCNCC1 1-(6-((Tetrahydrofuran-3-yl)methoxy)pyridin-3-yl)piperazine